N1C(COCC1)CO 1-morpholin-3-yl-methanol